FC=1C(=C2C(=C(NC2=C(C1)C(=O)N)C)C)N1C[C@H](CCC1)NC(C#CC(C)C)=O (S)-5-fluoro-2,3-dimethyl-4-(3-(N-methylpent-2-ynoylamino)piperidin-1-yl)-1H-indole-7-carboxamide